N1(CCC1)C=1C=C(C(=O)N)C=C(C1)OC(C)C 3-(azetidin-1-yl)-5-isopropoxybenzamide